3-((4,4-bis(octyloxy)butanoyl)oxy)-2-(((9Z,12Z)-octadeca-9,12-dienoyloxy)methyl)propyl-1-methylpiperidine-4-carboxylate C(CCCCCCC)OC(CCC(=O)OCC(COC(=O)C1CCN(CC1)C)COC(CCCCCCC\C=C/C\C=C/CCCCC)=O)OCCCCCCCC